4-morpholino-6-(morpholinomethyl)-2-((3-phenyl-1H-pyrazol-5-yl)methyl)furo[3,2-d]pyrimidine O1CCN(CC1)C=1C2=C(N=C(N1)CC1=CC(=NN1)C1=CC=CC=C1)C=C(O2)CN2CCOCC2